FC(=C1CC2(CCC(N2C1)=O)C(=O)OCC)F ethyl 2-(difluoromethylene)-5-oxotetrahydro-1H-pyrrolizin-7a(5H)-carboxylate